Benzyl (R)-2-(2-((tert-butoxycarbonyl)amino)-3-phenylpropoxy)-6-(trifluoromethoxy)benzoate C(C)(C)(C)OC(=O)N[C@@H](COC1=C(C(=O)OCC2=CC=CC=C2)C(=CC=C1)OC(F)(F)F)CC1=CC=CC=C1